3-Chloro-N-(1-ethoxycyclopropyl)-2,4-difluoroaniline ClC=1C(=C(NC2(CC2)OCC)C=CC1F)F